sodium thiolactate C(C(O)C)(=S)[O-].[Na+]